OCN1C=CC2=C1N=CN=C2N([C@H]2CN(CC[C@H]2C)C(CC#N)=O)C 3-[(3R,4R)-3-[[7-(hydroxymethyl)pyrrolo[2,3-d]pyrimidin-4-yl]-methyl-amino]-4-methyl-1-piperidinyl]-3-oxo-propionitrile